BrCC(=O)C1=C(C(=NC=C1)COC)F 2-bromo-1-(3-fluoro-2-(methoxymethyl)pyridin-4-yl)ethanone